N-(2-amino-5-fluorophenyl)-N-methylcyclopropane-sulfonamide NC1=C(C=C(C=C1)F)N(S(=O)(=O)C1CC1)C